(R)-1-((3,5-dimethoxyphenyl)ethynyl)-3-(1-acryloylpyrrolidin-3-yl)imidazo[1,5-a]pyrazin-8-amine COC=1C=C(C=C(C1)OC)C#CC=1N=C(N2C1C(=NC=C2)N)[C@H]2CN(CC2)C(C=C)=O